5-(4-amino-1-(prop-2-yn-1-yl)-1H-pyrazolo[3,4-d]pyrimidin-3-yl)benzo[d]oxazol-2-amine NC1=C2C(=NC=N1)N(N=C2C=2C=CC1=C(N=C(O1)N)C2)CC#C